8-chloro-3-(5-(difluoromethyl)-1,3,4-thiadiazol-2-yl)-1-methyl-N-(3-methyloxetane-3-yl)-N-((2-(trimethylsilyl)ethoxy)methyl)imidazo[1,5-a]pyridine-6-sulfonamide ClC=1C=2N(C=C(C1)S(=O)(=O)N(COCC[Si](C)(C)C)C1(COC1)C)C(=NC2C)C=2SC(=NN2)C(F)F